COC(C1=C(C=C(C=C1)[N+](=O)[O-])N1N=C(C=C1)C)=O 2-(3-methylpyrazol-1-yl)-4-nitrobenzoic acid methyl ester